N-(1,1-bis[p-chlorophenyl]-2,2,2-trichloroethyl)acetamide (-)-4-((4-Methoxyphenyl)(3-((4-methylphenyl)sulfonamido)benzofuran-2-yl)methyl)-3-methyl-1-phenyl-1H-pyrazol-5-yl-acetate COC1=CC=C(C=C1)C(C=1C(=NN(C1CC(=O)O)C1=CC=CC=C1)C)C=1OC2=C(C1NS(=O)(=O)C1=CC=C(C=C1)C)C=CC=C2.ClC2=CC=C(C=C2)C(C(Cl)(Cl)Cl)(C2=CC=C(C=C2)Cl)NC(C)=O